C(=CC)N1C(=O)N(C(=O)N(C1=O)C)C=CC 1,3-dipropenyl-5-methyl-isocyanuric acid